ClC1=CC(=NC(=N1)C(F)F)NC(=O)[C@@H]1[C@H](C1)C1=NC=CC(=N1)C |r| rac-(1S*,2S*)-N-(6-chloro-2-(difluoromethyl)pyrimidin-4-yl)-2-(4-methylpyrimidin-2-yl)cyclopropane-1-carboxamide